1-(2-thienyl)cyclopentanemethanamine S1C(=CC=C1)C1(CCCC1)CN